4-bromo-2-((4-methoxybenzyl)oxy)phenyl acetate C(C)(=O)OC1=C(C=C(C=C1)Br)OCC1=CC=C(C=C1)OC